6-bromo-2-(1-cyclopropylpiperidin-4-yl)-8-fluoroquinoline-4(3H)-one BrC=1C=C2C(CC(=NC2=C(C1)F)C1CCN(CC1)C1CC1)=O